C(C)(C)(C)OC(=O)N1CC(N(CC1)CC(=O)OC)=O.FC=1C=C(C=CC1F)C(CN1CCNCC1)NS(=O)(=O)C1=CC=C(C=C1)OC(F)(F)F N-(1-(3,4-difluorophenyl)-2-(piperazin-1-yl)ethyl)-4-(trifluoromethoxy)benzenesulfonamide Tert-butyl-4-(2-methoxy-2-oxoethyl)-3-oxopiperazine-1-carboxylate